N1(CCC1)CCCNC(=O)C1=NC(=C(N=C1C)NCCN1CCCC1)C(C)C1=CC=C(C=C1)F N-(3-(azetidin-1-yl)propyl)-6-(1-(4-fluorophenyl)ethyl)-3-methyl-5-((2-(pyrrolidin-1-yl)ethyl)amino)pyrazine-2-carboxamide